1,1,2,2-Tetrafluoro-N,N-dimethylethanamine FC(C(F)F)(N(C)C)F